FC(C1=CC=C(C=N1)NC(=O)C1=NC(=NC=C1)N1C=NC=C1)F N-(6-(difluoromethyl)pyridin-3-yl)-2-(1H-imidazol-1-yl)pyrimidine-4-carboxamide